1-(2,2-difluorocyclopropyl)-N-methyl-methylamine hydrochloride Cl.FC1(C(C1)CNC)F